nickel cobalt manganese scandium [Sc].[Mn].[Co].[Ni]